N-(4-(4-isopropyl-5-(8-methyl-[1,2,4]triazolo[1,5-a]pyridin-6-yl)-1H-pyrazol-3-yl)cyclohexyl)-N,1-dimethyl-azetidine-3-carboxamide C(C)(C)C=1C(=NNC1C=1C=C(C=2N(C1)N=CN2)C)C2CCC(CC2)N(C(=O)C2CN(C2)C)C